5-Formyl-6-methoxy-1H-indole-2-carbonitrile C(=O)C=1C=C2C=C(NC2=CC1OC)C#N